o-thymol CC1=C(C=C(C=C1)C(C)C)O